zirconium tris-sec-butoxide CC([O-])CC.CC([O-])CC.CC([O-])CC.[Zr+3]